C1(=CC=CC=C1)C1=CC(=CN1)S(=O)(=O)NC=1C=C2C=CC=NC2=CC1 5-phenyl-N-(6-quinolyl)-1H-pyrrole-3-sulfonamide